COC1=CC=C(COC/C=C/C(=O)OCC)C=C1 ethyl (E)-4-((4-methoxy benzyl)oxy)but-2-enoate